2-(2-bromo-5-methoxyphenyl)piperazine BrC1=C(C=C(C=C1)OC)C1NCCNC1